COCC(C)N 1-methoxy-2-propanamine